3-fluoro-5-(trifluoromethyl)-benzenepentanoic acid FC=1C=C(C=C(C1)C(F)(F)F)CCCCC(=O)O